C[C@H]1N(CCC1)CCCOC1=CC=C(OC2CCN(CC2)C(C)=O)C=C1 1-[4-(4-{3-[(2R)-2-methylpyrrolidin-1-yl]-propoxy}-phenoxy)-piperidin-1-yl]-ethan-1-on